P([O-])([O-])(=O)N phosphoramidat